C(C)(C)(C)OC(=O)NC1CCN(CC1)C1C(CN(CC1)C(=O)OCC1=CC=CC=C1)F benzyl 4-((tert-butoxycarbonyl)amino)-3'-fluoro-[1,4'-bipiperidine]-1'-carboxylate